N(=[N+]=[N-])CCOCCOCCOCCOCCC(=O)NCCCC(=O)NC1=CC=C(C=C1)C#CC#N 4-[3-[2-[2-[2-(2-azidoethoxy)ethoxy]ethoxy]ethoxy]propanoylamino]-N-[4-(2-cyanoethynyl)phenyl]butanamide